[Li+].C(CCCCCCCCCCC)C(C(=O)[O-])C(=O)[O-].[Li+] 2-dodecylmalonic acid lithium salt